(E)-6-phenylhex-2-enoic acid tert-butyl ester C(C)(C)(C)OC(\C=C\CCCC1=CC=CC=C1)=O